17,21-bis(1-oxopropoxy)-pregn-4-ene-3,20-dione O=C(CC)O[C@]1(C(COC(CC)=O)=O)CC[C@H]2[C@@H]3CCC4=CC(CC[C@]4(C)[C@H]3CC[C@]12C)=O